N1=CC=CC2=CC=CC(=C12)NC(=O)C=1SC=CC1 N-(8-quinolinyl)thiophene-2-carboxamide